6-bromopyridineamidine nickel cobalt indium aluminum [Al].[In].[Co].[Ni].BrC1=CC=CC(=N1)C(=N)N